ClC1=C(CN2N=C(N=N2)C2=CC=CC(=N2)[C@@](CS(=O)(=O)N)(C)O)C=C(C=C1)Cl (R)-2-(6-(2-(2,5-dichlorobenzyl)-2H-tetrazol-5-yl)pyridin-2-yl)-2-hydroxypropane-1-sulfonamide